1-ethyl-3-methylimidazole-bis(trifluoromethylsulfonyl)imide salt [N-](S(=O)(=O)C(F)(F)F)S(=O)(=O)C(F)(F)F.C(C)N1CN(C=C1)C